P(=O)(O)(O)OC1[C@@H]([C@@H](OC(C[2H])=O)[C@H](OC(C[2H])=O)[C@H](O1)COC(C[2H])=O)NC(C)=O 2-acetamido-2-deoxy-3,4,6-tri-O-acetyl-α-d-glucopyranosyl dihydrogenphosphate